2-(2-(2-(diethylamino)ethylamino)ethylamino)-6,8-dimethylpyrimido[5,4-e][1,2,4]triazin-5,7(6H,8H)-dione C(C)N(CCNCCNN1NC2=C(N=C1)C(N(C(N2C)=O)C)=O)CC